N~2~-acetyl-N-[4-({4-[({2-[methyl(methylsulfonyl)amino]pyridin-3-yl}methyl)amino]-5-(trifluoromethyl)pyrimidin-2-yl}amino)benzyl]glycinamide C(C)(=O)NCC(=O)NCC1=CC=C(C=C1)NC1=NC=C(C(=N1)NCC=1C(=NC=CC1)N(S(=O)(=O)C)C)C(F)(F)F